CC=1C2C(NC(C1C1=NNC(C1)C1=CC=C(C=C1)C)=O)SC=C2 4-methyl-5-(5-(p-tolyl)-4,5-dihydro-1H-pyrazol-3-yl)-7,7a-dihydrothieno[2,3-b]pyridin-6(3aH)-one